CC1=CC=C(C=C1)S(=O)(=O)[O-].CN\1C2=CC=CC=C2S/C1=C\C3=CC=[N+](C4=CC=CC=C34)C 1-Methyl-4-[(3-methyl-2(3H)-benzothiazolylidene)methyl]quinolinium p-tosylate